N1(CCOCC1)C1=CC(=C2C(=N1)C(=NS2)C2=CC=NN2C2OCCCC2)C2(CCOCC2)O 4-[5-(morpholin-4-yl)-3-[1-(oxan-2-yl)-1H-pyrazol-5-yl]-[1,2]thiazolo[4,5-b]pyridin-7-yl]oxan-4-ol